BrC1=CC(=C2C(N(C(N(C2=C1)CC1=CC=C(C=C1)OC)=O)CC)=O)Cl 7-bromo-5-chloro-3-ethyl-1-(4-methoxybenzyl)quinazoline-2,4(1H,3H)-dione